16-(2-ethoxy-2-oxoethyl)-1,4,10,13-tetraoxa-7,16-diaza-octadecane-7-carboxylic acid tert-butyl ester C(C)(C)(C)OC(=O)N(CCOCCO)CCOCCOCCN(CC)CC(=O)OCC